Boc-D-tyrosine methyl ester COC([C@H](NC(=O)OC(C)(C)C)CC1=CC=C(C=C1)O)=O